C(C=C)C(CC(=O)OCC(CO)(CO)CO)(CC=C)CC=C pentaerythritol triallylpropionate